6,7-dimethyl-4H-benzopyran-4-one CC=1C(=CC2=C(C(C=CO2)=O)C1)C